tert-butyl (1R,5S,6S)-6-({[5-(trifluoromethyl)pyridin-2-yl]oxy}methyl)-3-azabicyclo[3.1.0]hexane-3-carboxylate FC(C=1C=CC(=NC1)OCC1[C@H]2CN(C[C@@H]12)C(=O)OC(C)(C)C)(F)F